N1(CCNCC1)C1=CC=C(C=N1)C1C(NC(CC1)=O)=O 3-(6-piperazin-1-yl-3-pyridyl)piperidine-2,6-dione